lauroyl-phosphocholine C(CCCCCCCCCCC)(=O)C(OP(=O)([O-])O)C[N+](C)(C)C